C(C)OC1=C(C(=O)N)C=CC(=C1)C1=NC=NC(=C1)NCCC=1C2=C(SC1C)C(=CC(=C2)F)C 2-Ethoxy-4-{6-[2-(5-fluoro-2,7-dimethyl-benzo[b]thiophen-3-yl)-ethylamino]-pyrimidin-4-yl}-benzamid